Fluorobenzyl-Triphenylphosphonium FC1=C(C=CC=C1)[P+](C1=CC=CC=C1)(C1=CC=CC=C1)CC1=CC=CC=C1